5,6-epoxycyclohexyltriethoxysilane C1(CCCC2C1O2)[Si](OCC)(OCC)OCC